(2-fluoro-5-hydroxyphenyl){6-[5-(2-methoxy-3-pyridyl)-4-(trifluoromethyl)-1-pyrazolyl]-2-aza-2-spiro[3.3]heptyl}methanone FC1=C(C=C(C=C1)O)C(=O)N1CC2(C1)CC(C2)N2N=CC(=C2C=2C(=NC=CC2)OC)C(F)(F)F